5-(4-(4-Methylpiperazin-1-yl)phenyl)-3-(4-vinylphenyl)-1H-pyrazolo[3,4-b]pyridine CN1CCN(CC1)C1=CC=C(C=C1)C=1C=C2C(=NC1)NN=C2C2=CC=C(C=C2)C=C